C1(CC1)C1=CC=C(C=N1)NC(=O)C=1C=CC(=NC1)C=1N=NN(C1NC(O[C@H](C)C=1C(=NC=C(C1)F)F)=O)C (R)-1-(2,5-difluoro-pyridin-3-yl)ethyl (4-(5-((6-cyclopropylpyridin-3-yl)carbamoyl)-pyridin-2-yl)-1-methyl-1H-1,2,3-triazol-5-yl)-carbamate